6-fluoro-7-(5-fluoro-2-methylphenyl)-N~2~-(2-methyl-1,2,3,4-tetrahydroisoquinolin-7-yl)quinazoline-2,5-diamine FC1=C(C=2C=NC(=NC2C=C1C1=C(C=CC(=C1)F)C)NC1=CC=C2CCN(CC2=C1)C)N